(1-((4-Bromophenyl)sulfonyl)pyrrolidin-3-yl)(4-(quinolin-4-yl)piperazin-1-yl)methanone BrC1=CC=C(C=C1)S(=O)(=O)N1CC(CC1)C(=O)N1CCN(CC1)C1=CC=NC2=CC=CC=C12